COC(=O)[C@@H]1C[C@H](CCC1)NC=1C(=C2CC[C@@H](N(C2=CC1)C(=O)OC)C)[N+](=O)[O-] methyl (2S)-6-[[(1S,3S)-3-methoxycarbonylcyclohexyl]amino]-2-methyl-5-nitro-3,4-dihydro-2H-quinoline-1-carboxylate